5-fluoro-2,3-dimethyl-4-((2-vinylpyridin-4-yl)methyl)-1H-indole-7-carboxamide FC=1C(=C2C(=C(NC2=C(C1)C(=O)N)C)C)CC1=CC(=NC=C1)C=C